N1=CC=CC=2C=CC=3C=4C=CC=CC4CC3C21 azabenzfluorene